hexene phosphate P(=O)(O)(O)O.C=CCCCC